(R)-5-((tetrahydro-2H-pyran-3-yl)amino)-2-(trifluoromethyl)thiazole-4-carboxylic acid ethyl ester C(C)OC(=O)C=1N=C(SC1N[C@H]1COCCC1)C(F)(F)F